OC1=C(C=C(C=C1[N+](=O)[O-])[N+](=O)[O-])N 1-hydroxy-2-amino-4,6-dinitrobenzene